C1(=CC(=CC=C1)N1N=NC(=C1)C1=CC=C(C=C1)NC(C)=O)C N-[4-(1-m-tolyl-1H-[1,2,3]triazol-4-yl)-phenyl]acetamide